C1(=CC=CC2=CC=CC=C12)[C@@H](C)NC1CNCC1 3-{[(1R)-1-(naphthalen-1-yl)ethyl]amino}tetrahydropyrrole